C(C)O/C=C/C=1C=NC(=NC1)OC (E)-5-(2-ethoxyvinyl)-2-methoxypyrimidine